FC=1C=C2CCC(C2=C(C1)C(C)C=1N=CN(C1)C(C1=CC=CC=C1)(C1=CC=CC=C1)C1=CC=CC=C1)=O 5-fluoro-7-{1-[1-(triphenylmethyl)imidazol-4-yl]ethyl}-2,3-dihydroindene-1-one